CS(=N)C1=C(C=CC=C1)C methyl-o-methylphenyl-sulfimide